ClC1=CC(=C(C=N1)N1CCC(CC1)O)OC 1-(6-chloro-4-methoxypyridin-3-yl)piperidin-4-ol